1-(tert-butyldisulfanyl)pentan-3-one C(C)(C)(C)SSCCC(CC)=O